Methyl (S)-2-((S)-2-((((9H-fluoren-9-yl)methoxy)carbonyl)amino)-3-(1H-indol-3-yl)propanamido)-6-diazo-5-oxohexanoate C1=CC=CC=2C3=CC=CC=C3C(C12)COC(=O)N[C@H](C(=O)N[C@H](C(=O)OC)CCC(C=[N+]=[N-])=O)CC1=CNC2=CC=CC=C12